N4-(3-chloro-4-(pyrimidin-4-ylmethoxy)phenyl)-7-(3-morpholinopropoxy)quinazoline-4,6-diamine ClC=1C=C(C=CC1OCC1=NC=NC=C1)NC1=NC=NC2=CC(=C(C=C12)N)OCCCN1CCOCC1